BrC1=CC=C(C=C1)C(C(C(=O)C1=CC=CC=C1)(F)F)C 3-(4-bromophenyl)-2,2-difluoro-1-phenylbutan-1-one